CC1(N(CCC1)CCNC(C1=CN=C(C(=C1)NC1=NN(C2=NC(=NC=C21)NC2=NNC(C=C2)=O)C)C)=O)C N-(2-(2,2-dimethylpyrrolidin-1-yl)ethyl)-6-methyl-5-((1-methyl-6-((6-oxo-1,6-dihydropyridazin-3-yl)amino)-1H-pyrazolo[3,4-d]pyrimidin-3-yl)amino)nicotinamide